BrC=1C=C(C(=O)OC)C=CC1CN[C@H](CO)COC methyl 3-bromo-4-({[(2R)-1-hydroxy-3-methoxypropan-2-yl]amino}methyl)benzoate